ClC=1C(=C(C=CC1)C1(C=2C(=C(N=CC2C(N(C1)C1=NC=CC=C1F)=O)N[C@H]1CN(CC1)C(=O)OC(C)(C)C)F)C)F tert-butyl (3R)-3-{[5-(3-chloro-2-fluorophenyl)-4-fluoro-7-(3-fluoropyridin-2-yl)-5-methyl-8-oxo-5,6,7,8-tetrahydro-2,7-naphthyridin-3-yl]amino}pyrrolidine-1-carboxylate